NC1=C2C=NC(=NC2=CC(=C1F)C1=C(C2=C(OCCN2)N=C1)C)NC1=C(C=CC=C1)S(=O)(=O)NC [5-amino-6-fluoro-7-(8-methyl-2,3-dihydro-1H-pyrido[2,3-b][1,4]oxazin-7-yl)quinazolin-2-ylamino]-N-methylbenzene-1-sulfonamide